4-bromo-6-(piperidin-1-ylmethyl)-2,3-dihydroisoindol-1-one BrC1=C2CNC(C2=CC(=C1)CN1CCCCC1)=O